FC(C=1C=C2C(=NC=NC2=C(C1)C(F)(F)F)N)(F)F 6,8-bis(trifluoromethyl)quinazolin-4-amine